1-(2,6-difluoropyridin-3-yl)-N-methylmethanamine FC1=NC(=CC=C1CNC)F